methyl 3-aminopropanoate hydrogen chloride salt Cl.NCCC(=O)OC